ClC1=C(C=C(N=N1)N1[C@@H](COCC1)C)N1[C@@H](COCC1)C (3R,3'R)-4,4'-(6-chloropyridazin-3,5-diyl)bis(3-methylmorpholine)